Chlorocholin ClCC[N+](C)(C)C